FC1=C(CNC(CN2N=C(C=CC2=O)C=2OC=CC2)=O)C=CC=C1 N-(2-fluorobenzyl)-2-(3-(furan-2-yl)-6-oxopyridazin-1(6H)-yl)acetamide